SOS(=O)(=O)S dimercaptosulphonic acid